C1(CC1)C1=NC2=CC=CC(=C2C(=N1)N1CCC(CC1)C1=C(C=CC=C1)OC)N1C[C@H](CC1)OC (S)-2-cyclopropyl-4-(4-(2-methoxyphenyl)piperidin-1-yl)-(3-methoxypyrrolidin-1-yl)quinazoline